(2R,4aS,4bR,6aS,7S,7aS,8aR,8bR,8cR,10aR)-N-(5-cyanopyridin-2-yl)-2-hydroxy-6a-methyl-2-propyloctadecahydrocyclopropa[4,5]cyclopenta[1,2-a]phenanthrene-7-carboxamide C(#N)C=1C=CC(=NC1)NC(=O)[C@H]1[C@@H]2[C@H]([C@@H]3[C@@]1(CC[C@@H]1[C@H]4CC[C@@](C[C@H]4CC[C@@H]31)(CCC)O)C)C2